O=C1NC(CCC1N1C(N(C2=C1C=CC(=C2)C2C(CN(CC2)CC(=O)OC(C)(C)C)F)C)=O)=O tert-butyl 2-[4-[1-(2,6-dioxo-3-piperidyl)-3-methyl-2-oxo-benzimidazol-5-yl]-3-fluoro-1-piperidyl]acetate